FC=1C=C(C=C(C1)F)[C@@H]1N(OCC1)C1=CC(=NC=N1)NC=1C(=CC(=C(C1)NC(C=C)=O)N1CCC(CC1)N1C[C@@H](N(CC1)C)C)OC N-(5-((6-((R)-3-(3,5-difluorophenyl)isoxazolidine-2-yl)pyrimidine-4-yl)amino)-2-(4-((S)-3,4-dimethylpiperazine-1-yl)piperidine-1-yl)-4-methoxyphenyl)acrylamide